FC(C=1C=C(CC2=CC(=NC=C2)N2N=CC=3C(NCCC32)=O)C=CC1)(F)F 1-(4-(3-(trifluoromethyl)benzyl)pyridin-2-yl)-1,5,6,7-tetrahydro-4H-pyrazolo[4,3-c]pyridin-4-one